FC(C#C)(F)[C@@]1(CC[C@H]2[C@@H]3CCC4=CC(CCC4=C3[C@@H](C[C@]12C)C1=CC=C(C=C1)O)=O)O (8S,11S,13S,14S,17S)-17-(1,1-difluoroprop-2-yn-1-yl)-17-hydroxy-11-(4-hydroxyphenyl)-13-methyl-1,2,6,7,8,11,12,13,14,15,16,17-dodecahydro-3H-cyclopenta[a]phenanthren-3-one